ClC1=C(C(=CC=C1)C)C1=NN=C(O1)C1=CN=C(S1)NC1=CC(=CC(=N1)NC1CCC(CC1)O)CN1CCOCC1 (1R,4R)-4-((6-((5-(5-(2-chloro-6-methylphenyl)-1,3,4-oxadiazol-2-yl)thiazol-2-yl)amino)-4-(morpholinomethyl)pyridin-2-yl)amino)cyclohexan-1-ol